carbamic acid, [3-(triethoxysilyl)propyl]-bicyclo[2.2.1]hept-5-en-2-ylmethyl ester C(N)(OC(C1C2C=CC(C1)C2)CCC[Si](OCC)(OCC)OCC)=O